5-(4-cyclopropylphenyl)-3-(ethanesulfonyl)-2-[3-methyl-6-trifluoromethanesulfonyl-imidazo[4,5-b]pyridin-2-yl]pyridine C1(CC1)C1=CC=C(C=C1)C=1C=C(C(=NC1)C1=NC=2C(=NC=C(C2)S(=O)(=O)C(F)(F)F)N1C)S(=O)(=O)CC